5-((2-fluoro-6-(pyrrolidin-1-ylmethyl)benzyl)amino)-N-(6-fluoropyridin-2-yl)-6-methylpyridin-2-sulfonamide FC1=C(CNC=2C=CC(=NC2C)S(=O)(=O)NC2=NC(=CC=C2)F)C(=CC=C1)CN1CCCC1